1,N-di-octadecyl-N-methylanilinium tetrakis(perfluorophenyl)borate FC1=C(C(=C(C(=C1F)F)F)F)[B-](C1=C(C(=C(C(=C1F)F)F)F)F)(C1=C(C(=C(C(=C1F)F)F)F)F)C1=C(C(=C(C(=C1F)F)F)F)F.C(CCCCCCCCCCCCCCCCC)C1([NH+](C)CCCCCCCCCCCCCCCCCC)CC=CC=C1